2-(4-(2-(4-chloro-2-fluorophenyl)-2-methylbenzo[d][1,3]dioxol-4-yl)benzyl)-1-((4-propyl-4H-1,2,4-triazol-3-yl)methyl)-1H-benzo[d]imidazol-6-carboxylic Acid ClC1=CC(=C(C=C1)C1(OC2=C(O1)C=CC=C2C2=CC=C(CC1=NC3=C(N1CC1=NN=CN1CCC)C=C(C=C3)C(=O)O)C=C2)C)F